C(N)(=O)C1=CC2=C(C(=N1)C1=NC(=NN1)C1=CC(=NN1CCC(=O)O)C)C=CN2CC 3-{5-[5-(6-carbamoyl-1-ethyl-1H-pyrrolo[3,2-c]pyridin-4-yl)-1H-1,2,4-triazol-3-yl]-3-methyl-1H-pyrazol-1-yl}propanoic acid